NC(C(C(CC1=CC=CC=C1)NC(=O)[C@H]1N(C[C@@H](C1)C)C1=CC=CC=C1)=O)=O (2S,4R)-N-(4-AMINO-3,4-DIOXO-1-PHENYLBUTAN-2-YL)-4-METHYL-1-PHENYLPYRROLIDINE-2-CARBOXAMIDE